BrC1=CC=C(C=C1)[C@H](C)NC=1N=CC2=C(N1)N(C(C=C2)=O)CC(CO)(C)C 2-{[(1S)-1-(4-bromophenyl)ethyl]amino}-8-(3-hydroxy-2,2-dimethylpropyl)pyrido[2,3-d]pyrimidin-7(8H)-one